COC(C1=C(C=C(C(=C1)C1CC1)COCC1(CCN(CC1)[C@H](C)C1=CC(=CC(=C1)F)Cl)F)F)=O (R)-4-(((1-(1-(3-chloro-5-fluorophenyl)ethyl)-4-fluoropiperidin-4-yl)methoxy)methyl)-5-cyclopropyl-2-fluorobenzoic acid methyl ester